methyl 3-(2-((tert-butoxycarbonyl) amino) ethoxy)-4-chloro-5-nitrobenzoate C(C)(C)(C)OC(=O)NCCOC=1C=C(C(=O)OC)C=C(C1Cl)[N+](=O)[O-]